iodobenzaldoxime IC1=C(C=NO)C=CC=C1